4-Acetamido-N-tert-butylbenzamide C(C)(=O)NC1=CC=C(C(=O)NC(C)(C)C)C=C1